ClC=1C=CC=2N=CN=C(C2N1)NC=1C=NC(=NC1)OC(C)C 6-chloro-N-(2-isopropoxypyrimidin-5-yl)pyrido[3,2-d]pyrimidin-4-amine